4-(5-(4,4-difluoropiperidin-1-carbonyl)-1H-benzo[d]imidazol-1-yl)benzoic acid FC1(CCN(CC1)C(=O)C1=CC2=C(N(C=N2)C2=CC=C(C(=O)O)C=C2)C=C1)F